2-methyl-1,2,3,4-tetrahydroisoquinoline-6-boronic acid pinacol ester CN1CC2=CC=C(C=C2CC1)B1OC(C)(C)C(C)(C)O1